OC1=CC=C(OC2=CC(=CC=C2)OC2=CC=C(C=C2)O)C=C1 1,3-bis(4-hydroxyphenoxy)benzene